N-laurylsarcosin C(CCCCCCCCCCC)N(C)CC(=O)O